C(C)N1CCC(CC1)C=1N=C2C(=NC1)NC(=C2C(C)C)C=2C=C(C=1N(C2)N=CN1)OC 6-(2-(1-ethylpiperidin-4-yl)-7-isopropyl-5H-pyrrolo[2,3-b]pyrazin-6-yl)-8-methoxy-[1,2,4]triazolo[1,5-a]pyridine